C(#N)C1(CC1)CS(=O)(=O)N1C2CN(CC1CC2)C2=C1C(=NC(=C2)NC(=O)C2CC2)NC=C1 N-(4-(8-(((1-cyanocyclopropyl)methyl)sulfonyl)-3,8-diazabicyclo[3.2.1]oct-3-yl)-1H-pyrrolo[2,3-b]pyridin-6-yl)cyclopropylcarboxamide